C(C)(C)(C)OC(NCCC1=CC=C(C=C1)NC1CC2=CC=CC=C2CC1)=O (4-((1,2,3,4-tetrahydronaphthalen-2-yl)amino)phenethyl)carbamic acid tert-butyl ester